N[C@H](CCC(=O)O)CC1=CC=CC=C1 (R)-4-(amino)-5-phenylpentanoic acid